O[C@@H](CN1C(C2=CC=CC=C2C1=O)=O)CNC(C(C)(C)C)C 2-[(2R)-2-hydroxy-3-(1,2,2-trimethylpropylamino)propyl]isoindoline-1,3-dione